(S)-4-(5-chloro-2-((1-cyclopropyl-1H-pyrazol-4-yl)amino)pyrimidin-4-yl)-N-(1-cyanoethyl)benzamide-2,3,5,6-d4 ClC=1C(=NC(=NC1)NC=1C=NN(C1)C1CC1)C1=C(C(=C(C(=O)N[C@@H](C)C#N)C(=C1[2H])[2H])[2H])[2H]